C1(CC1)C=1N=NN(C1)[C@H](C(=O)N1[C@@H](C[C@H](C1)O)C(=O)NCC=1N(C=CN1)CCCC1=CC=CC=C1)C(C)(C)C (2S,4R)-1-[(2S)-2-(4-cyclopropyltriazol-1-yl)-3,3-dimethyl-butanoyl]-4-hydroxy-N-[[1-(3-phenylpropyl)imidazol-2-yl]methyl]pyrrolidine-2-carboxamide